(3R,4S)-1-(7-fluoro-2,3-dihydro-1H-inden-1-yl)-N,N-dimethyl-4-[4-(piperazin-1-yl)phenyl]pyrrolidin-3-amine FC=1C=CC=C2CCC(C12)N1C[C@@H]([C@H](C1)C1=CC=C(C=C1)N1CCNCC1)N(C)C